N1N=CC(=C1)C1N(CCN(C1)C1=NC(=NC=C1)C1=CN=C2N1C=C(C=C2)C(F)(F)F)C2CC(C2)O 3-(2-(1H-pyrazol-4-yl)-4-(2-(6-(trifluoromethyl)imidazo[1,2-a]pyridin-3-yl)pyrimidin-4-yl)piperazin-1-yl)cyclobutan-1-ol